NC1=NC=CC=C1CNC=1C2=C(N=C(N1)OC[C@]13CCCN3C[C@@H](C1)F)CN(CC2)C2=CC(=CC1=CC=C(C(=C21)CC)F)O 4-(4-(((2-aminopyridin-3-yl)methyl)amino)-2-(((2R,7aS)-2-fluorohexahydro-1H-pyrrolizin-7a-yl)methoxy)-5,6-dihydropyrido[3,4-d]pyrimidin-7(8H)-yl)-5-ethyl-6-fluoronaphthalen-2-ol